3-(8-amino-2-methylquinolin-3-yl)piperidine-2,6-dione NC=1C=CC=C2C=C(C(=NC12)C)C1C(NC(CC1)=O)=O